ClC(OC1=CC=C(C=C1)NC(=O)C=1C=C(C(=NC1)N1C[C@@H](CC1)O)NC1=C(C(=O)O)C=CN=C1)(F)F (R)-3-((5-((4-(chlorodifluoromethoxy)phenyl)carbamoyl)-2-(3-hydroxypyrrolidin-1-yl)pyridin-3-yl)amino)isonicotinic acid